BrC=1C(=NC(=NC1)NC1=CC=C(C=C1)OC)NC1=C(C(=O)NC)C=CC=C1 2-((5-bromo-2-((4-methoxyphenyl)amino)pyrimidin-4-yl)amino)-N-methylbenzamide